(2S,3R)-3-[(cyclopropanesulfonyl)amino]-2-[(2,3'-difluoro[1,1'-biphenyl]-3-yl)-methyl]-4,4-difluoro-N,N-dimethyl-pyrrolidine-1-carboxamide C1(CC1)S(=O)(=O)N[C@@H]1[C@@H](N(CC1(F)F)C(=O)N(C)C)CC=1C(=C(C=CC1)C1=CC(=CC=C1)F)F